(tetrahydrofuran-2-yl)-2,3-dihydrobenzo[d]thiazole O1C(CCC1)C1SC2=C(N1)C=CC=C2